C[C@@H](CO)CBr (S)-(+)-3-bromo-2-methyl-1-propanol